N-(azetidin-3-yl)-3-(trifluoromethyl)benzenesulfonamide N1CC(C1)NS(=O)(=O)C1=CC(=CC=C1)C(F)(F)F